Tert-butyl (3-(((6-((3-bromo-2-chlorophenyl) carbamoyl)pyridin-3-yl) methyl)amino)propyl)carbamate BrC=1C(=C(C=CC1)NC(=O)C1=CC=C(C=N1)CNCCCNC(OC(C)(C)C)=O)Cl